2-(1-(3-methoxyphenyl)cyclopropyl)-3,5,6,7,8,9-hexahydro-4H-pyrimido[5,4-c]azepin-4-one COC=1C=C(C=CC1)C1(CC1)C=1NC(C=2CNCCCC2N1)=O